1-(3-chlorophenyl)-3-(3-nitrophenyl)urea ClC=1C=C(C=CC1)NC(=O)NC1=CC(=CC=C1)[N+](=O)[O-]